C1=CC=CC=2C3=CC=CC=C3C(C12)COC(=O)NCN1C(C(C(C1CC(C)(C)C)C1=C(C=C(C=C1)Cl)F)C1=C(C(=CC=C1)Cl)Cl)C(=O)O (((((9H-fluoren-9-yl)methoxy)carbonyl)amino)methyl)-4-(4-chloro-2-Fluorophenyl)-3-(2,3-dichlorophenyl)-5-neopentylpyrrolidine-2-carboxylic acid